C(CCCC)OC1=CC=C(C=CC2=NC(=NC(=N2)C(Cl)(Cl)Cl)C(Cl)(Cl)Cl)C=C1 2-(4'-pentyloxylstyryl)-4,6-bis(trichloromethyl)-s-triazine